N1=CC(=CC=C1)OC1=CC=C2CCN(CC2=C1)C(C=C)=O 1-(7-(pyridin-3-yloxy)-3,4-dihydroisoquinolin-2(1H)-yl)prop-2-en-1-one